OC(CCC(=O)NC1=CC=CC=C1)CCCCCCCC 4-hydroxy-lauric acid anilide